Boc-4-bromopiperidine C(=O)(OC(C)(C)C)N1CCC(CC1)Br